C(C(C)C)OC(=O)C=1NC2=CC=CC=C2C1 1H-indole-2-carboxylic acid isobutyl ester